copper-cadmium-lead [Pb].[Cd].[Cu]